COC(=O)[C@H]1C[C@@H](CCC1)N(C(=O)OC(C)(C)C)C(=O)OC(C)(C)C.C(=C)C[SiH](CCl)CCl vinylmethyldi(chloromethyl)silane methyl-(1R,3R)-3-[bis(tert-butoxycarbonyl)amino]cyclohexanecarboxylate